(S)-5-(3-(4-(2-oxa-7-azaspiro[3.5]nonane-7-carboxamido)phenyl)-2-(4-(5-chloro-2-(1H-tetrazol-1-yl)phenyl)-2,3-dioxopiperazin-1-yl)propanamido)-1H-indole-2-carboxylic acid C1OCC12CCN(CC2)C(=O)NC2=CC=C(C=C2)C[C@@H](C(=O)NC=2C=C1C=C(NC1=CC2)C(=O)O)N2C(C(N(CC2)C2=C(C=CC(=C2)Cl)N2N=NN=C2)=O)=O